BrCC1=C(SC(=C1CBr)C)C 3,4-bis(bromomethyl)-2,5-dimethylthiophene